propyl-trioxyethyl isocyanate C(CC)OOOCCN=C=O